ClC1=CC=C(C=C1)C1=NN(C[C@@H]1C1=CC=CC=C1)/C(/NCC1(CC1)NS(N)(=O)=O)=N/S(=O)(=O)C1=CC=C(C=C1)C(F)(F)F (S,E)-3-(4-chlorophenyl)-4-phenyl-N-((1-(sulfamoylamino)cyclopropyl)methyl)-N'-((4-(trifluoromethyl)phenyl)sulfonyl)-4,5-dihydro-1H-pyrazole-1-carboximidamide